tert-butyl 4-{[(2-oxo-1,2,3,4-tetrahydroquinolin-5-yl) oxy] methyl}-3,6-dihydropyridine-1(2H)-carboxylate O=C1NC2=CC=CC(=C2CC1)OCC=1CCN(CC1)C(=O)OC(C)(C)C